7-chloro-2,3,4,5-tetrahydroazepine-1-carbaldehyde ClC1=CCCCCN1C=O